6-(3,4-dihydroxyphenyl)-4-hydroxyhexa-3,5-dien-2-one OC=1C=C(C=CC1O)C=CC(=CC(C)=O)O